(S)-ethyl 8-(6-((R)-1-(4-(1H-indazol-5-yl)phenyl)-2,2,2-trifluoroethoxy)-2-aminopyrimidin-4-yl)-2,8-diazaspiro[4.5]decane-3-carboxylate N1N=CC2=CC(=CC=C12)C1=CC=C(C=C1)[C@H](C(F)(F)F)OC1=CC(=NC(=N1)N)N1CCC2(C[C@H](NC2)C(=O)OCC)CC1